OC=1C=C(C#N)C=C(C1)O 3,5-dihydroxybenzonitrile